N-(4-(4,4-difluoropiperidin-1-yl)-1,5-naphthyridin-2-yl)-4-(2-hydroxyethylsulfonylamino)-2-(6-Azaspiro[2.5]octane-6-yl)benzamide FC1(CCN(CC1)C1=CC(=NC2=CC=CN=C12)NC(C1=C(C=C(C=C1)NS(=O)(=O)CCO)N1CCC2(CC2)CC1)=O)F